CN(C)C1=CC=C(C2=CC=CC=C12)B1OC(C)(C)C(C)(C)O1 4-(N,N-dimethylamino)naphthalene-1-boronic acid pinacol ester